COC(C1=CC(=CC(=C1)OCCOC)Br)=O 3-bromo-5-(2-methoxyethoxy)benzoic acid methyl ester